N1=C(N=CC=C1)C1(CC1)NC(=O)[C@@H]1CN(CC[C@H]1NC(=O)C1=NOC(=C1)C1=C(C=C(C=C1)F)F)[C@@H]1[C@H](CCCC1)O (3R,4R)-4-{[5-(2,4-difluoro-phenyl)-isoxazole-3-carbonyl]-amino}-1-((1S,2S)-2-hydroxy-cyclohexyl)-piperidine-3-carboxylic acid (1-pyrimidin-2-yl-cyclopropyl)-amide